titanium(IV) sulfide [S-2].[Ti+4].[S-2]